N[C@H](C(=O)N1[C@@H]([C@@H](CC1)OC)C(=O)O)C(C)(C)C (2S,3R)-1-[(2S)-2-amino-3,3-dimethyl-butanoyl]-3-methoxy-pyrrolidine-2-carboxylic acid